NCC=1C=C(C=CC1)C1CCN(CC1)C(=O)C1=CC(=C(C(=C1)O)O)O (4-(3-(aminomethyl)phenyl)piperidin-1-yl)(3,4,5-trihydroxyphenyl)methanone